C1=CC=C2C(=C1)C3=CC=CC=C3C2=[N+]=[N-] Diazofluorene